CN1N=CC(=C1)C=1C=NN2C1C=C(C=C2)C2=CC(=C(O2)C(NC2=CC=CC=C2)=O)C(=O)O 5-[3-(1-methylpyrazol-4-yl)pyrazolo[1,5-a]pyridin-5-yl]-2-(phenylcarbamoyl)furan-3-carboxylic acid